tert-butyl ((3-acetyl-8-(4-(dimethylcarbamoyl)piperazin-1-yl)imidazo[1,2-a]pyridin-6-yl)sulfonyl)(1-methylcyclopropyl)carbamate C(C)(=O)C1=CN=C2N1C=C(C=C2N2CCN(CC2)C(N(C)C)=O)S(=O)(=O)N(C(OC(C)(C)C)=O)C2(CC2)C